BrC=1C=CC(=NC1)[Sn](CCCC)(CCCC)CCCC 5-Bromo-2-(tributylstannyl)pyridin